C(C)(C)(C)OC(C=CC1=NC2=C(C(=CC=C2C(=C1)C=1C=NNC1)Cl)Cl)=O 3-(7,8-dichloro-4-(1H-pyrazol-4-yl)quinolin-2-yl)acrylic acid tert-butyl ester